2-fluoro-4'-fluoro-2'-hydroxy-[1,1'-biphenyl] FC1=C(C=CC=C1)C1=C(C=C(C=C1)F)O